1-(3-(4-fluorophenyl)-7-methyl-2-(1H-1,2,4-triazol-1-yl)quinolin-5-yl)ethan-1-ol FC1=CC=C(C=C1)C=1C(=NC2=CC(=CC(=C2C1)C(C)O)C)N1N=CN=C1